C(C=C)NS(=O)(=O)C(F)(F)F N-Allyl-trifluoro-methanesulfonamide